5-(tert-butyl)-N-(5-cyano-2-(4-(2,4-difluorophenoxy)piperidin-1-yl)phenyl)-2-methoxybenzamide C(C)(C)(C)C=1C=CC(=C(C(=O)NC2=C(C=CC(=C2)C#N)N2CCC(CC2)OC2=C(C=C(C=C2)F)F)C1)OC